12-((2-((tert-butoxycarbonyl)amino)ethyl)amino)-12-oxododecanoic acid C(C)(C)(C)OC(=O)NCCNC(CCCCCCCCCCC(=O)O)=O